2-(2,6-dioxopiperidin-3-yl)-5-fluoro-6-(4-((1-(2-(4-(1-(4-hydroxyphenyl)-2-phenylbut-1-en-1-yl)phenoxy)ethyl)piperidin-4-yl)methyl)piperazin-1-yl)isoindoline-1,3-dione O=C1NC(CCC1N1C(C2=CC(=C(C=C2C1=O)F)N1CCN(CC1)CC1CCN(CC1)CCOC1=CC=C(C=C1)C(=C(CC)C1=CC=CC=C1)C1=CC=C(C=C1)O)=O)=O